BrC=1C=CC(=C(C1)N(C=1SC=C(N1)C(=O)OCC)C(C)C)C Ethyl 2-((5-bromo-2-methylphenyl)(isopropyl)amino)thiazole-4-carboxylate